[(3S)-3-(1H-1,2,4-Triazol-5-yl)pyrrolidin-1-yl]-[3-[[5-(trifluoromethyl)pyrazin-2-yl]amino]-1-bicyclo[1.1.1]pentanyl]methanone N1N=CN=C1[C@@H]1CN(CC1)C(=O)C12CC(C1)(C2)NC2=NC=C(N=C2)C(F)(F)F